CCCCC[C@@H](/C=C/[C@@H]1[C@H]([C@@H]2C[C@@H](O2)O1)C/C=C\\CCCC(=O)[O-])O The molecule is conjugate base of thromboxane A2 arising from deprotonation of the carboxylic acid function. It has a role as a human metabolite. It is a monocarboxylic acid anion and a thromboxane anion. It is a conjugate base of a thromboxane A2.